[Si](C)(C)(C(C)(C)C)OCCOC=1C=C(C#N)C=CC1CO 3-(2-((tert-butyldimethylsilyl)oxy)ethoxy)-4-(hydroxymethyl)benzonitrile